(1-(3-chloro-2-fluorophenyl)-2,2-difluoroethyl)cyclopropylamine ClC=1C(=C(C=CC1)C(C(F)F)NC1CC1)F